COC1=CC=C(C=C1)C(OC[C@]12O[C@H]([C@H](N(C1)C1=NC(=NC=C1)Cl)[C@@H]2O)N2C(NC(C(=C2)C)=O)=O)(C2=CC=CC=C2)C2=CC=C(C=C2)OC 1-[(1R,3R,4R,7S)-1-[[bis(4-methoxyphenyl)-phenyl-methoxy]methyl]-5-(2-chloropyrimidin-4-yl)-7-hydroxy-2-oxa-5-azabicyclo[2.2.1]heptan-3-yl]-5-methyl-pyrimidine-2,4-dione